O[C@@H]1C[C@H](N(C1)C([C@H](C(C)(C)C)NC(CC=1C=C(C=CC1)CCCCC(=O)O)=O)=O)C(N[C@@H](C)C1=CC=C(C=C1)C1=C(N=CS1)C)=O 5-(3-(2-(((S)-1-((2S,4R)-4-hydroxy-2-(((S)-1-(4-(4-methylthiazol-5-yl)phenyl)ethyl)carbamoyl)pyrrolidin-1-yl)-3,3-dimethyl-1-oxobutan-2-yl)amino)-2-oxoethyl)phenyl)pentanoic acid